(1S,4S,5R)-2-[4-[(tert-butoxy)carbonyl]-2-fluorophenyl]-2-azabicyclo[2.2.1]heptan-5-yl 3-(2,6-dichlorophenyl)-5-(1-fluorocyclopropyl)-1,2-oxazole-4-carboxylate ClC1=C(C(=CC=C1)Cl)C1=NOC(=C1C(=O)O[C@H]1[C@@H]2CN([C@H](C1)C2)C2=C(C=C(C=C2)C(=O)OC(C)(C)C)F)C2(CC2)F